MonoEthyl Phthalate C(C=1C(C(=O)[O-])=CC=CC1)(=O)OCC